2-chloro-1-[4-(2-chloroacetyl)piperazin-1-yl]ethanone ClCC(=O)N1CCN(CC1)C(CCl)=O